Dimethyl (6S,6'S)-5,5'-{1,5-pentanediylbis[oxy(5-methoxy-2-nitrobenzen-4,1-diyl)carbonyl]}bis(5-azaspiro[2.4]heptane-6-carboxylate) C(CCCCOC1=CC(=C(C=C1OC)C(=O)N1CC2(CC2)C[C@H]1C(=O)OC)[N+](=O)[O-])OC1=CC(=C(C=C1OC)C(=O)N1CC2(CC2)C[C@H]1C(=O)OC)[N+](=O)[O-]